OC=1C(C(OC1C)C1CCCC1)=O 4-Hydroxy-5-methyl-2-cyclopentyl-3(2H)-furanone